(R)-N-(4-(3-((7-methoxyquinazolin-2-yl)amino)pyrrolidine-1-carbonyl)phenyl)acrylamide COC1=CC=C2C=NC(=NC2=C1)N[C@H]1CN(CC1)C(=O)C1=CC=C(C=C1)NC(C=C)=O